CO\C=C(\C(=O)OC)/OC=1C=C(C=CC1C)C1=CC=CC=C1 methyl (Z)-3-methoxy-2-((4-methyl-[1,1'-biphenyl]-3-yl)oxy)acrylate